CN([C@H]([C@H](C)OC1=C2C(=NC=NC2=CC(=C1)C=1C=NN(C1)C)NC=1C(=C2C=CC=NC2=CC1)F)C)C 5-(((2S,3S)-3-(dimethylamino)butan-2-yl)oxy)-N-(5-fluoroquinolin-6-yl)-7-(1-methyl-1H-pyrazol-4-yl)quinazolin-4-amine